8-[(2R,3R)-2-(2-chloro-3-methyl-phenyl)pyrrolidin-3-yl]-3-oxa-8-azabicyclo[3.2.1]octane hydrochloride Cl.ClC1=C(C=CC=C1C)[C@H]1NCC[C@H]1N1C2COCC1CC2